ClC1=CC2=C(C(=C(N(S2(=O)=O)C)C(=O)NC2=NC=CC=C2)O)S1 6-chloro-4-hydroxy-2-methyl-N-2-pyridyl-2H-thieno[2,3-e]-1,2-thiazine-3-carboxamide-1,1-dioxide